Cl.CC1=NC(=CC(=C1)C=1C=C(C=CC1)C=1N=C(SC1)NC(=O)[C@H]1NCCC1)C (S)-N-(4-(3-(2,6-dimethylpyridin-4-yl)phenyl)thiazol-2-yl)pyrrolidine-2-carboxamide hydrochloride